3-chloro-6-{8-[(2-cyano-2-methylideneethyl)amino]-7-methoxynaphthalen-2-yl}pyridine-2-carboxamide ClC=1C(=NC(=CC1)C1=CC2=C(C(=CC=C2C=C1)OC)NCC(=C)C#N)C(=O)N